ALUMINUM-ZINC-SILICON-MAGNESIUM [Mg].[Si].[Zn].[Al]